(S)-2-((2-ethyl-6-(2-(4-(3-hydroxypyrrolidine-1-carbonyl)piperazin-1-yl)pyrimidin-5-yl)imidazo[1,2-a]pyridin-3-yl)(methyl)amino)-4-(4-fluorophenyl)thiazole-5-carbonitrile C(C)C=1N=C2N(C=C(C=C2)C=2C=NC(=NC2)N2CCN(CC2)C(=O)N2C[C@H](CC2)O)C1N(C=1SC(=C(N1)C1=CC=C(C=C1)F)C#N)C